FC(CCNC(=O)NC=1C=NN2C1N=C(C=C2NC)NC2=CC=CC=1OCCOC12)F 1-(3,3-difluoropropyl)-3-(5-((2,3-dihydrobenzo[b][1,4]dioxin-5-yl)amino)-7-(methylamino)pyrazolo[1,5-a]pyrimidin-3-yl)urea